C(CC=1OCC(N1)(C)C)C=1OCC(N1)(C)C ethylene-bis(4,4'-dimethyl-2-oxazoline)